(2S,5S)-2-(1-(4-bromophenyl)-3-(4-fluorophenyl)-1H-pyrazol-4-yl)-3-(3,4-diaminophenethyl)-5-methyloxazolidine BrC1=CC=C(C=C1)N1N=C(C(=C1)[C@@H]1O[C@H](CN1CCC1=CC(=C(C=C1)N)N)C)C1=CC=C(C=C1)F